N-(5-(difluoromethoxy)-1H-pyrazol-3-yl)-5-(piperidin-4-ylmethyl)-5H-pyrrolo[2,3-b]pyrazin-3-amine FC(OC1=CC(=NN1)NC1=CN=C2C(=N1)N(C=C2)CC2CCNCC2)F